Potassium carbazole salt C1=CC=CC=2C3=CC=CC=C3NC12.[K]